tris[2-(t-butoxycarbonylmethyl-oxy)ethyl]amine C(C)(C)(C)OC(=O)COCCN(CCOCC(=O)OC(C)(C)C)CCOCC(=O)OC(C)(C)C